OC(C)C=1C=CC(=NC1C=1C(=NN(C1)CC(F)(F)F)C)N1C=NC2=C1C=CC(=C2)NC(CN2CCCCC2)=O N-[1-[5-(1-hydroxy-ethyl)-6-[3-methyl-1-(2,2,2-trifluoroethyl)-pyrazol-4-yl]-2-pyridyl]benzimidazol-5-yl]-2-(1-piperidyl)-acetamide